C(C)OC(C(=O)C1(CCCC1)C=1C=NC=CC1)=C 2-ethoxy-1-(1-(pyridin-3-yl)cyclopentyl)prop-2-en-1-one